FC=1C=CC(=NC1)C(=O)NC1=NC(=CC=C1)C(=C1CCNCC1)F 5-fluoro-N-(6-(fluoro(piperidin-4-ylidene)methyl)pyridin-2-yl)picolinamide